3-(3-methoxyphenyl)prop-2-yn-1-ol tert-butyl-(S)-2-((diphenylmethylene)amino)-2-((S)-3-oxocyclohexyl)acetate C(C)(C)(C)[C@](C(=O)OCC#CC1=CC(=CC=C1)OC)([C@@H]1CC(CCC1)=O)N=C(C1=CC=CC=C1)C1=CC=CC=C1